tert-Butyl 4-(7-bromo-2,6-dichloro-8-fluoro-quinazolin-4-yl)piperazine-1-carboxylate tert-Butyl-piperazine-1-carboxylate C(C)(C)(C)OC(=O)N1CCNCC1.BrC1=C(C=C2C(=NC(=NC2=C1F)Cl)N1CCN(CC1)C(=O)OC(C)(C)C)Cl